FC=1C=C(C=NC1OC)NC(N)=O N'-(5-fluoro-6-methoxypyridin-3-yl)urea